N1C(=NCC1)SCCCN1C=C(C2=CC=CC=C12)C=1C(NC(C1C1=CN(C2=CC=CC=C12)C)=O)=O 3-(1-(3-((4,5-dihydro-1H-imidazol-2-yl)thio)propyl)-1H-indol-3-yl)-4-(1-methyl-1H-indol-3-yl)-1H-pyrrole-2,5-dione